3-amino-4-(7-fluoro-1H-indazol-4-yl)-6-((1r,4r)-4-hydroxycyclohexyl)-1H-1,7-phenanthrolin-2-one NC=1C(NC2=C3C=CC=NC3=C(C=C2C1C1=C2C=NNC2=C(C=C1)F)C1CCC(CC1)O)=O